S(N)(=O)(=O)NCC1=CC=CC=C1 Sulfamoyl-benzylamine